N1=C(N=CC=C1)N1C(C2=CC=CC(=C2C1=O)C)=O 2-pyrimidine-2-yl-methylisoindole-1,3-dione